O1CC(C1)C1=NNC(=N1)C1CC2(CN(C2)C(=O)N2CC3(C2)CC(C3)CC3=CC(=CC=C3)S(=O)(=O)C(F)(F)F)C1 [6-[3-(oxetan-3-yl)-1H-1,2,4-triazol-5-yl]-2-azaspiro[3.3]heptan-2-yl]-[6-(3-triflylbenzyl)-2-azaspiro[3.3]heptan-2-yl]methanone